[N+](=O)([O-])C1=CC=C(C=C1)NC1=NNC(C2=CC=CC=C12)=O 4-((4-Nitrophenyl)amino)phthalazin-1(2H)-one